COC1=CC=C(C=C1)C=1N=C2N(C=CN=C2)C1NC1=CC=C(C(=O)O)C=C1 4-[[2-(4-methoxy-phenyl)imidazo[1,2-a]pyrazin-3-yl]amino]benzoic acid